NC1=C2N=CN(C2=NC(=N1)Cl)[C@H]1[C@H]([C@@H]([C@H](O1)CO[C@](CC1=CC=C(C=C1)C1=CC=C(C=C1)C(=O)O)(C=1N=CSC1)C(=O)O)O)F 4'-((R)-2-(((2R,3R,4S,5R)-5-(6-amino-2-chloro-9H-purin-9-yl)-4-fluoro-3-hydroxytetrahydro-furan-2-yl)methoxy)-2-carboxy-2-(thiazol-4-yl)ethyl)-[1,1'-biphenyl]-4-carboxylic acid